5-(4-(trifluoro-methyl)phenyl)-N-((trifluoromethyl)sulfonyl)-2-naphthamide FC(C1=CC=C(C=C1)C1=C2C=CC(=CC2=CC=C1)C(=O)NS(=O)(=O)C(F)(F)F)(F)F